N[C@@H]1C[C@H](N(C1)C1=NC(=CC=C1)NC1=CC2=C(C=N1)SC(=N2)C2=NC=CC=C2C)CO [(2S,4R)-4-Amino-1-(6-{[2-(3-methylpyridin-2-yl)-[1,3]thiazolo[5,4-c]pyridin-6-yl]amino}pyridin-2-yl)pyrrolidin-2-yl]methanol